FC(C1=NN=C(O1)C=1C=CC(=NC1)CN(S(=O)(=O)N1CCSCC1)C1=CC=CC=C1)F N-((5-(5-(difluoromethyl)-1,3,4-oxadiazol-2-yl)pyridin-2-yl)methyl)-N-phenylthiomorpholine-4-sulfonamide